1-bromo-4-phenylnaphtho[1,2,3,4-def]carbazole BrC1=CC=C2N(C=3C=CC=C4C3C2=C1C1=CC=CC=C14)C1=CC=CC=C1